BrC=1C=C(C=CC1N1CCCC1)C1=CC(C(=CN1C1=CC2=C(N=C(O2)N2CC3C(C2)COC3)C=C1)C(=O)O)=O 6-(3-Bromo-4-(pyrrolidin-1-yl)phenyl)-4-oxo-1-(2-(tetrahydro-1H-furo[3,4-c]pyrrole-5(3H)-yl)benzo[d]oxazol-6-yl)-1,4-dihydropyridine-3-carboxylic acid